5-[(4-benzyloxy-2,3,6-trimethyl-phenyl)methyl]-3-isopropyl-1-(p-tolylsulfonyl)pyrrolo[3,2-b]pyridine C(C1=CC=CC=C1)OC1=C(C(=C(C(=C1)C)CC1=CC=C2C(=N1)C(=CN2S(=O)(=O)C2=CC=C(C=C2)C)C(C)C)C)C